ClC=1N=C(C2=C(N1)CC[S@]2=O)NC=2C=NN(C2)CC(C)(C)O (R)-2-chloro-4-((1-(2-hydroxy-2-methylpropyl)-1H-pyrazol-4-yl)amino)-6,7-dihydrothieno[3,2-d]pyrimidine 5-oxide